N-((1s,3s)-3-cyanocyclobutyl)-2-(2,6-dichloro-4-(6-(difluoromethyl)-3,5-dioxo-4,5-dihydro-1,2,4-triazin-2(3H)-yl)phenoxy)-5-hydroxypyridine-4-sulfonamide C(#N)C1CC(C1)NS(=O)(=O)C1=CC(=NC=C1O)OC1=C(C=C(C=C1Cl)N1N=C(C(NC1=O)=O)C(F)F)Cl